C[C@H]1CN(CC[C@@H]1NC(=O)C1=CC(=CC=2N(C=NC21)CC(F)(F)F)C#CCNC=2C(OC)=CC=C(C2)C(NC)=O)C2CCC(CC2)C#N N-{(3S,4S)-3-methyl-1-[(1s,4R)-4-cyanocyclohexyl]-4-piperidyl}-6-{3-[4-(N-methylcarbamoyl)-2-anisidino]-1-propynyl}-1-(2,2,2-trifluoroethyl)-1H-1,3-benzimidazole-4-carboxamide